O1CCCC12C(CCCC2)O OXASPIRO[4.5]DECAN-6-OL